FC1=CC=C2C(=CNC2=C1)CC(=O)NC1C(CN(CC1)C)C(=O)[O-] 4-(2-(6-fluoro-1H-indol-3-yl)acetamido)-1-methylpiperidine-3-carboxylate